7-(3-(4-fluorophenyl)-1-((2-(trimethylsilyl)ethoxy)methyl)-1H-pyrazol-4-yl)-2-phenyloxazolo[5,4-d]pyrimidine FC1=CC=C(C=C1)C1=NN(C=C1C=1C2=C(N=CN1)OC(=N2)C2=CC=CC=C2)COCC[Si](C)(C)C